ClC=1C=C(C=CC1OC=1C2=C(N=CN1)C=C(C(=N2)OC)OCCOC)NC(=O)C2(CC2)C(=O)NC2=CC=C(C=C2)F 1-N'-[3-chloro-4-[6-methoxy-7-(2-methoxyethoxy)pyrido[3,2-d]pyrimidin-4-yl]oxy-phenyl]-1-N-(4-fluorophenyl)cyclopropane-1,1-dicarboxamide